ClC1=C(N=C(NC1=O)C1=CC(=NC=C1)F)N1C[C@H](C[C@H](C1)O)O 5-chloro-4-[(3s,5r)-3,5-dihydroxy-1-piperidinyl]-2-(2-fluoro-4-pyridinyl)-1H-pyrimidin-6-one